NC1CCN(CC1)C=1C=CC(=NC1)C=1C=C(C(=O)N[C@@H](C=2NC3=CC=CC=C3C2)C2=C(C=CC(=C2)F)O)C=C(C1)C (R)-3-(5-(4-aminopiperidin-1-yl)pyridin-2-yl)-N-((5-fluoro-2-hydroxyphenyl)(1H-indole-2-yl)methyl)-5-methylbenzamide